methyl (4-formylphenoxy)acetate C(=O)C1=CC=C(OCC(=O)OC)C=C1